(2R,3R,4S,5R)-2-[2-chloro-6-(4'-fluorospiro[cyclopentane-1,3'-indolin]-1'-yl)purin-9-yl]-5-(hydroxymethyl)tetrahydrofuran-3,4-diol ClC1=NC(=C2N=CN(C2=N1)[C@@H]1O[C@@H]([C@H]([C@H]1O)O)CO)N1CC2(C3=C(C=CC=C13)F)CCCC2